5-[[(2S,3R,4S,5R)-3-(3,4-difluoro-2-methoxy-phenyl)-4,5-dimethyl-5-(trifluoromethyl)tetrahydrofuran-2-carbonyl]amino]pyridine-3-carboxamide FC=1C(=C(C=CC1F)[C@@H]1[C@H](O[C@]([C@H]1C)(C(F)(F)F)C)C(=O)NC=1C=C(C=NC1)C(=O)N)OC